5,6-Dibromonaphthalene-1,2-dione BrC1=C2C=CC(C(C2=CC=C1Br)=O)=O